BrC=1C=CC(=C(OC2=C(C=CC=C2)[Si](C)(C)C)C1)C (2-(5-Bromo-2-methylphenoxy)phenyl)trimethylsilane